6-(tetrahydrofuran-2-yl)-hexanoic acid ethyl ester C(C)OC(CCCCCC1OCCC1)=O